FC1=C(OC=2C=C(C(=O)NCC(=O)N3CC4(OCCO4)C[C@H]3C(=O)NCC3=CC=4C=NC=CC4N3S(=O)(=O)C3=CC=CC=C3)C=CC2)C=CC(=C1)C (S)-7-((3-(2-fluoro-4-methylphenoxy)benzoyl)glycyl)-N-((1-(phenylsulfonyl)-1H-pyrrolo[3,2-c]pyridin-2-yl)methyl)-1,4-dioxa-7-azaspiro[4.4]nonane-8-carboxamide